N-[2-[4-[6-(dimethylamino)pyridin-3-yl]phenyl]-1,3-benzothiazol-6-yl]carbamate CN(C1=CC=C(C=N1)C1=CC=C(C=C1)C=1SC2=C(N1)C=CC(=C2)NC([O-])=O)C